1-(7-(5,6-dimethyl-1H-indazol-4-yl)-8-fluoro-2-(((2R,7aS)-2-fluorotetrahydro-1H-pyrrolizin-7a(5H)-yl)methoxy)pyrido[4,3-d]pyrimidin-4-yl)-3-methylpiperidin-3-ol CC=1C(=C2C=NNC2=CC1C)C1=C(C=2N=C(N=C(C2C=N1)N1CC(CCC1)(O)C)OC[C@]12CCCN2C[C@@H](C1)F)F